NC=1C=C(C=CC1)S(=O)(=O)N m-aminobenzenesulfonamide